Racemic-1-(2,2-difluorocyclopropyl)-N-((5-phenyl-1,3,4-thiadiazol-2-yl)methyl)-1H-1,2,3-triazole-4-carboxamide FC1([C@@H](C1)N1N=NC(=C1)C(=O)NCC=1SC(=NN1)C1=CC=CC=C1)F |r|